9-methyl-16-(5-methyl-3,4-dihydro-2H-quinoxalin-1-yl)-8-oxa-2,6,14,20,21-pentazatetracyclo[12.6.2.13,7.018,22]tricosa-1(20),3,5,7(23),16,18,21-heptaen-15-one CC1OC=2N=CC=C(NC3=NC=C4C=C(C(N(CCCC1)C4=N3)=O)N3CCNC4=C(C=CC=C34)C)C2